(1R,3S)-3-{5-[2-(2-formyl-3-hydroxy-5-methoxyphenoxy)acetamido]-2H-pyrazol-3-yl}cyclopentyl N-[1-(difluoromethyl)cyclopropyl]carbamate FC(C1(CC1)NC(O[C@H]1C[C@H](CC1)C=1NN=C(C1)NC(COC1=C(C(=CC(=C1)OC)O)C=O)=O)=O)F